methyl 1-((6-bromo-4,5-dimethylpyridin-3-yl)methyl)piperidine-4-carboxylate BrC1=C(C(=C(C=N1)CN1CCC(CC1)C(=O)OC)C)C